(1S,3S)-3-((6-(5-(((5-(cyclobutylmethyl)-1,2,4-oxadiazol-3-yl)amino)methyl)-1-methyl-1H-1,2,3-triazol-4-yl)-2-cyclopropylpyridin-3-yl)oxy)cyclohexanecarboxylic acid C1(CCC1)CC1=NC(=NO1)NCC1=C(N=NN1C)C1=CC=C(C(=N1)C1CC1)O[C@@H]1C[C@H](CCC1)C(=O)O